methyl 2-((4-cyano-2-methylphenyl)-amino)-5-(trifluoro-methoxy)benzoate C(#N)C1=CC(=C(C=C1)NC1=C(C(=O)OC)C=C(C=C1)OC(F)(F)F)C